(2S)-N-[4-(aminomethyl)-3-methoxybenzyl]-4-[(5S)-4,4-dimethyl-5-phenyl-4,5-dihydro-1,3-oxazol-2-yl]-1-(N2,N2,N6,N6-tetramethyl-D-lysyl)piperazine-2-carboxamide NCC1=C(C=C(CNC(=O)[C@H]2N(CCN(C2)C=2O[C@H](C(N2)(C)C)C2=CC=CC=C2)C([C@H](N(C)C)CCCCN(C)C)=O)C=C1)OC